bis-glycinoiron N(CC(=O)O)[Fe]NCC(=O)O